O1CCOC2=C1C=CC=C2C2=CC=C(C(=N2)OC)NC=2C=C(C=CC2)CC(=O)NC2CC(NCC2)=O 2-{3-[6-(2,3-Dihydro-benzo[1,4]dioxin-5-yl)-2-methoxy-pyridin-3-ylamino]-phenyl}-N-(2-oxo-piperidin-4-yl)-acetamide